C(C1=CC=CC=C1)OC(=O)[C@@H]1[C@H](CCC[C@H]1C1=CC=C(C=C1)Br)C(=O)O (1S,2S,3R)-2-((benzyloxy)carbonyl)-3-(4-bromophenyl)cyclohexane-1-carboxylic acid